6-(2,2-difluorocyclopropyl)pyrrolo[1,2-b]Pyridazine FC1(C(C1)C=1C=C2N(N=CC=C2)C1)F